N-((1R,2R,4S)-7-cyano-7-azabicyclo[2.2.1]heptan-2-yl)-4-(3-methyl-1H-pyrazolo[3,4-b]pyridin-1-yl)benzamide C(#N)N1[C@H]2[C@@H](C[C@@H]1CC2)NC(C2=CC=C(C=C2)N2N=C(C=1C2=NC=CC1)C)=O